CN(CCN(C=1C(=CC(=CC1)NC1=NC=C(C(=N1)C1=CN(C2=CC=C(C=C12)F)C)C(F)(F)F)NCC(F)(F)F)C)C N1-(2-(dimethylamino)ethyl)-N4-(4-(5-fluoro-1-methyl-1H-indol-3-yl)-5-(trifluoromethyl)pyrimidin-2-yl)-N1-methyl-N2-(2,2,2-trifluoroethyl)benzene-1,2,4-triamine